N[C@@H]1[C@@H](OCC12CCN(CC2)C2=NC1=CC=CC=C1C=C2)C 2-((3S,4S)-4-amino-3-methyl-2-oxa-8-azaspiro[4.5]dec-8-yl)quinoline